C(C1=CC=2OCOC2C=C1)C([O-])CCC.C(C1=CC=2OCOC2C=C1)C(CCC)O piperonyl-butanol (piperonyl-butoxide)